7-Chloro-6-fluoro-4-hydroxy-1-(2-isopropyl-4-(methylthio)pyridin-3-yl)pyrido[2,3-d]pyrimidine ClC=1C(=CC2=C(N(CN=C2O)C=2C(=NC=CC2SC)C(C)C)N1)F